C(C)(C)(C)OC(=O)N[C@@H]1C[C@H](CC[C@H]1NC(=O)OC(C)(C)C)C(=O)OC |r| (racemic)-methyl (1S,3R,4R)-3,4-bis(tert-butoxycarbonylamino)cyclohexanecarboxylate